ClC=1C(=CC(=NC1)NC(NC1CCC(CC1)NC(C)=O)=O)C1=C2N(N=C1)CC1(C2)CC1 N-((1r,4r)-4-(3-(5-chloro-4-(4'H,6'H-spiro[cyclopropane-1,5'-pyrrolo[1,2-b]pyrazole]-3'-yl)pyridin-2-yl)ureido)cyclohexyl)acetamide